(4-bromo-5-chloro-2-methoxy-phenyl)acetic acid BrC1=CC(=C(C=C1Cl)CC(=O)O)OC